F[C@H]1CN(CC[C@H]1O)C1=NC=CC(=N1)NC=1N=CC2=C(C=CC(=C2C1)C(C)C)N1CC(C1)CS(=O)(=O)C (3S,4R)-3-fluoro-1-[4-({8-[3-(methanesulfonylmeth-yl)azetidin-1-yl]-5-(propan-2-yl)isoquinolin-3-yl}amino)pyrimidin-2-yl]piperidin-4-ol